ClC1=CC=C(C=N1)C=1NC=C(N1)C#N 2-(6-chloro-3-pyridinyl)-1H-imidazole-4-carbonitrile